8-(4-nitrophenyl)-2,3,6,11,12-pentakis(pentyloxy)triphenylene [N+](=O)([O-])C1=CC=C(C=C1)C=1C=C(C=C2C=3C=C(C(=CC3C3=C(C(=CC=C3C12)OCCCCC)OCCCCC)OCCCCC)OCCCCC)OCCCCC